(benzoylaminomethyl)benzoic acid methyl ester COC(C1=C(C=CC=C1)CNC(C1=CC=CC=C1)=O)=O